3-((5-(trifluoromethyl)pyridin-2-yl)oxy)propan-1-ol magnesium [Mg].FC(C=1C=CC(=NC1)OCCCO)(F)F